CN(S(=O)(=O)C1=CC=C(C=C1)S(=O)(=O)NC=1C=NC=CC1N1CCCCC1)C N1,N1-dimethyl-N4-(4-(piperidin-1-yl)pyridin-3-yl)benzene-1,4-disulfonamide